BrC1=CC=CC=2C=3N(C(=NC12)[C@@](N)(C)C(=O)NCCN1CCCCC1)N=C(N3)C3=CC=C(C=C3)OC 2-[7-bromo-2-(4-methoxyphenyl)[1,2,4]triazolo[1,5-c]quinazolin-5-yl]-N-[2-(piperidin-1-yl)ethyl]-D-alaninamide